N-(2-(1H-imidazol-1-yl)ethyl)-2-(6-(4-cyclopropyl-4H-1,2,4-triazol-3-yl)pyridin-2-yl)-1-oxoisoindoline-5-carboxamide N1(C=NC=C1)CCNC(=O)C=1C=C2CN(C(C2=CC1)=O)C1=NC(=CC=C1)C1=NN=CN1C1CC1